FC(C1=CC=C(C(N1)=O)C(=O)NC1C2=CC=CC=C2SC=2C=C(C=CC12)OC)F 6-(difluoromethyl)-N-(3-methoxy-9H-thioxanthen-9-yl)-2-oxo-1,2-dihydropyridine-3-carboxamide